acridine-7-ium hexafluoroantimonate F[Sb-](F)(F)(F)(F)F.C1=CC=CC2=NC3=CC=[CH2+]C=C3C=C12